5-[5-(hydroxymethyl)3aH,4H,5H,6H,6aH-cyclopenta[d][1,2]oxazol-3-yl]-2-methoxypyridine-3-carboxamide OCC1CC2C(C(=NO2)C=2C=C(C(=NC2)OC)C(=O)N)C1